O=C1NC(CCC1N1C(C2=CC=CC(=C2C1=O)N[C@@H](C)C1=CC(=CC=C1)OC)=O)=O 2-(2,6-dioxopiperidin-3-yl)-4-(((S)-1-(3-methoxyphenyl)ethyl)amino)isoindoline-1,3-dione